CC=1C=C(C=CC1)C1=C(C=CC(=C1)N)C1=CC=C(C=C1)N 3-methylphenyl-1,1'-biphenyl-4,4'-diamine